C1(CC1)[C@H](C)N1C(C2=NC=C(C=C2C1)C1=C(N=C(S1)NC(C)=O)C)=O (S)-N-(5-(6-(1-cyclopropylethyl)-7-oxo-6,7-dihydro-5H-pyrrolo[3,4-b]pyridin-3-yl)-4-methylthiazol-2-yl)acetamide